FC1([C@@H](CN(C[C@@H]1C)C1=C(C#N)C=C(C(=N1)NC1=CC2=C(N(C(N2CCC(C)(C)O)=O)C)C=C1)F)O)F 2-((3R,5S)-4,4-difluoro-3-hydroxy-5-methylpiperidin-1-yl)-5-fluoro-6-((3-(3-hydroxy-3-methylbutyl)-1-methyl-2-oxo-2,3-dihydro-1H-benzo[d]imidazol-5-yl)amino)nicotinonitrile